C(C)(C)(C)OC(=O)N1C[C@@H](CCC1)NC1=NC=C(C2=CC=CC(=C12)C)Br.FC1=C(C=CC=C1)C=O (2-fluorophenyl)methanone tert-butyl-(R)-3-((4-bromo-8-methylisoquinolin-1-yl)amino)piperidine-1-carboxylate